N[C@H]1CN(CCC1)C1=NC2=C(N1C)C=CC(=C2)NC(OCC2=CC=CC=C2)=O Benzyl (R)-(2-(3-aminopiperidin-1-yl)-1-methyl-1H-benzo[d]imidazol-5-yl)carbamate